N-(4-(pyridin-4-ylamino)pyridin-2-yl)-3-(quinolin-4-ylamino)benzamide 2-hydroxy-1,1-dimethylbutyl-peroxyneoheptanoate α-cumyl-peroxyneoheptanoate C(C)(C)(C1=CC=CC=C1)OOC(CCC(C)(C)C)=O.OC(C(C)(C)OOC(CCC(C)(C)C)=O)CC.N1=CC=C(C=C1)NC1=CC(=NC=C1)NC(C1=CC(=CC=C1)NC1=CC=NC2=CC=CC=C12)=O